FC1(C(NC(C2=CC=C(C=C12)B(O)O)=O)(C)OC)F (4,4-difluoro-3-methoxy-3-methyl-1-oxo-1,2,3,4-tetrahydroisoquinolin-6-yl)boronic acid